N-(3-fluorophenyl)-6-isopropyl-2,6-diazaspiro[3.3]heptan-2-carbothioamide FC=1C=C(C=CC1)NC(=S)N1CC2(C1)CN(C2)C(C)C